C(C)(=O)C=1C(=NC(=CC1)N1C=NC2=C1C=CC(=C2)NC=2N=NC(=CC2)C)N2N=C(C=C2C#N)C 2-[3-acetyl-6-[5-[(6-methylpyridazin-3-yl)amino]benzimidazol-1-yl]-2-pyridinyl]-5-methyl-pyrazole-3-carbonitrile